C(C)(C)(C)OC(=O)NN 2-(tert-butoxycarbonyl)hydrazine